4-(3-(4-chlorobenzyl)-3H-imidazo[4,5-b]pyridin-6-yl)-3,5-dimethylisoxazole ClC1=CC=C(CN2C=NC=3C2=NC=C(C3)C=3C(=NOC3C)C)C=C1